1-(1-adamantyl)imidazole C12(CC3CC(CC(C1)C3)C2)N2C=NC=C2